N1N=C(C2=CC=CC=C12)S indazole-3-thiol